C(C)OP(OCC)(=O)C1=C(C=CC=C1)NS(=O)(=O)C1=CC=C(C=C1)S(=O)(=O)N(C)C (2-((4-(N,N-dimethylaminosulfonyl)phenyl)sulfonylamino)phenyl)phosphonic acid diethyl ester